COC1=CC=C(CN2N=CC(=C2)C=2SC=C(N2)C(=O)NC=2C(=NN(C2)CC(C(F)(F)F)(C(F)(F)F)O)C2=NC=CC=C2)C=C1 2-(1-(4-methoxybenzyl)-1H-pyrazol-4-yl)-N-(3-(pyridin-2-yl)-1-(3,3,3-trifluoro-2-hydroxy-2-(trifluoromethyl)propyl)-1H-pyrazol-4-yl)thiazole-4-carboxamide